2-Phenyl-4-(4-bromophenyl)imidazole C1(=CC=CC=C1)C=1NC=C(N1)C1=CC=C(C=C1)Br